OC=1C=C(C=CC1)C1=CC(=CC=C1)O 3,3'-dihydroxybiphenyl